ClC1=NC=C(C(=C1)O[C@H](CCOC1=C(C(=NN1C)C)C1=NC=CC(=N1)N)C)C1=NN(C=C1)C(F)F (S)-2-(5-(3-((2-chloro-5-(1-(difluoromethyl)-1H-pyrazol-3-yl)pyridin-4-yl)oxy)butoxy)-1,3-dimethyl-1H-pyrazol-4-yl)pyrimidin-4-amine